C(C1=CC=CC=C1)OC=1C=C(C=NC1SC1=C(C(=CC=C1)Cl)Cl)N1CCC(CC1)(C)NC(OC(C)(C)C)=O tert-butyl (1-(5-(benzyloxy)-6-((2,3-dichlorophenyl)thio)pyridin-3-yl)-4-methylpiperidin-4-yl)carbamate